pentanamide (S)-quinuclidin-3-yl((R)-7-fluoro-6-(4-methoxyphenyl)-2,2-dimethyl-1,2,3,4-tetrahydronaphthalen-1-yl)carbamate N12C[C@H](C(CC1)CC2)N(C(O)=O)[C@@H]2C(CCC1=CC(=C(C=C21)F)C2=CC=C(C=C2)OC)(C)C.C(CCCC)(=O)N